racemic-N-(2-(4-benzyl-piperidine-1-yl)propyl)-N-phenyl-propionamide C(C1=CC=CC=C1)C1CCN(CC1)[C@@H](CN(C(CC)=O)C1=CC=CC=C1)C |r|